ClC=1C=C2C=NN(C2=C(C1)C(=O)NC1CC2(CC(C2)CC(=O)O)C1)CC=1C=NC(=NC1)C1=CC(=C(C=C1)F)OC (6-(5-chloro-1-((2-(4-fluoro-3-methoxyphenyl)pyrimidin-5-yl)methyl)-1H-indazole-7-carboxamido)spiro[3.3]heptan-2-yl)acetic acid